o-nitro-para-chloroaniline [N+](=O)([O-])C1=C(N)C=CC(=C1)Cl